(S)-2-methoxyethyl ((5-fluoro-2-(2-methoxy-7-methylquinoxalin-5-yl)-7,8-dihydrobenzofuro[5,4-d]thiazol-7-yl)methyl)carbamate FC1=CC=2N=C(SC2C=2C[C@H](OC21)CNC(OCCOC)=O)C2=C1N=CC(=NC1=CC(=C2)C)OC